C(#N)C1=CC=C(C=C1)C=1N=C2C(=NC1)N=CS2 6-(4-cyanophenyl)thiazolo[4,5-b]pyrazine